C(C)(C)(C)OC(=O)N1CC[C@H]([C@@H](CC1)C1=CC=C(C=C1)OC)CO (+)-trans-4-(hydroxymethyl)-5-(4-methoxyphenyl)azepane-1-carboxylic acid tert-butyl ester